(R)-dibenzyl (4-chloro-3-fluoro-4-oxobutyl) phosphate P(=O)(OCC1=CC=CC=C1)(OCC1=CC=CC=C1)OCC[C@H](C(=O)Cl)F